3-[2-[3-amino-6-(2-hydroxyphenyl)pyridazin-4-yl]ethyl]bicyclo[1.1.1]pentane-1-carboxamide NC=1N=NC(=CC1CCC12CC(C1)(C2)C(=O)N)C2=C(C=CC=C2)O